7-fluorochroman-4-one oxime FC1=CC=C2C(CCOC2=C1)=NO